N12COOCCOCCN(CCCCCOCC1)CCOCCOCC2 4,7,3,16,21,24-Hexaoxa-1,10-diazabicyclo-(8.8.8)-hexacosan